C(C)(C)(C)C1=C(OC(C(=O)N)(C)C)C=CC=C1 2-(2-(tert-butyl)phenoxy)-2-methylpropanamide